FC=1C(=NC(=NC1C1=CC=NO1)C1=CNC2=NC=C(C=C21)F)NC2C(C1CCC2CC1)C(=O)O (+/-)-trans-3-((5-fluoro-2-(5-fluoro-1H-pyrrolo[2,3-b]pyridin-3-yl)-6-(isoxazol-5-yl)pyrimidin-4-yl)amino)bicyclo[2.2.2]octane-2-carboxylic acid